hendecene CCCCCCCCCC=C